1-fluoroethylene carbonate C1(OC(CO1)F)=O